COC(C(S(=O)(=O)C)C1=CC(=NC=2N1N=CC2Br)Cl)=O (3-bromo-5-Chloropyrazolo[1,5-a]pyrimidin-7-yl)-2-(methylsulfonyl)acetic acid methyl ester